NC=1C(=C(C=NC1)C=1C=C2C=C(N=CC2=C(C1F)N)NC1=NN2C([C@H](CC[C@@H](C2)OC)C)=C1)C 6-(5-amino-4-methylpyridin-3-yl)-7-fluoro-N3-((4S,7S)-7-methoxy-4-methyl-5,6,7,8-tetrahydro-4H-pyrazolo[1,5-a]azepin-2-yl)isoquinoline-3,8-diamine